dec-en-2-yl 2,2-dimethylpropionate CC(C(=O)OC(=C)CCCCCCCC)(C)C